Palladium tetrakis(triphenylphosphin) C1(=CC=CC=C1)P(C1=CC=CC=C1)C1=CC=CC=C1.C1(=CC=CC=C1)P(C1=CC=CC=C1)C1=CC=CC=C1.C1(=CC=CC=C1)P(C1=CC=CC=C1)C1=CC=CC=C1.C1(=CC=CC=C1)P(C1=CC=CC=C1)C1=CC=CC=C1.[Pd]